The molecule is a hydroxy monocarboxylic acid anion that is the conjugate base of 3,4-dihydroxymandelic acid. It has a role as a human metabolite. It is a conjugate base of a 3,4-dihydroxymandelic acid. C1=CC(=C(C=C1C(C(=O)[O-])O)O)O